[F].FC1=CC=C(C=C1)C#CC1=CC=C(C=C1)F 1,2-bis(4-fluorophenyl)acetylene fluorine